C(C)(C)(C)OC(=O)N1C(CCCC1)CNC1=CC=C(C=C1)C(=O)OC (((4-(methoxycarbonyl)phenyl)amino)methyl)piperidine-1-carboxylic acid tert-butyl ester